2-(4-(10-chloroanthracen-9-yl)phenyl)-6,8-diphenyl-[1,2,4]triazolo[1,5-a]pyridine ClC1=C2C=CC=CC2=C(C2=CC=CC=C12)C1=CC=C(C=C1)C1=NN2C(C(=CC(=C2)C2=CC=CC=C2)C2=CC=CC=C2)=N1